C(C1=CC=CC=C1)(=O)NO Benzhydroxamic Acid